C(C)(C)(CC)OC(=O)N1C(=NC2=C1C=CC=C2)C2=CC=CC=C2 N-t-pentyloxycarbonyl-2-phenylbenzimidazole